5,10,15,20-tetra(4-aminophenyl)porphyrin NC1=CC=C(C=C1)C=1C2=CC=C(N2)C(=C2C=CC(C(=C3C=CC(=C(C=4C=CC1N4)C4=CC=C(C=C4)N)N3)C3=CC=C(C=C3)N)=N2)C2=CC=C(C=C2)N